1,4-dihydro-1-naphthoic acid C1(C=CCC2=CC=CC=C12)C(=O)O